3-(2-chloro-4-methyl-phenoxy)-4-methyl-5-(4,4,5,5-tetramethyl-1,3,2-dioxaborolan-2-yl)pyridine ClC1=C(OC=2C=NC=C(C2C)B2OC(C(O2)(C)C)(C)C)C=CC(=C1)C